S(N)(=O)(=O)[C@@H]1CN(CCC1)C(=O)OC(C)(C)C (S)-tert-Butyl 3-sulfamoylpiperidine-1-carboxylate